Cl.NOC(C)C 2-(aminooxy)propane hydrochloride